N-((5-(trifluoromethyl)pyridin-2-yl)methyl)-4-oxa-7-azaspiro[2.5]octan-7-amine FC(C=1C=CC(=NC1)CNN1CCOC2(CC2)C1)(F)F